(3-(1-methyl-1H-1,2,3-triazol-4-yl)piperidin-3-yl)carbamic acid methyl ester COC(NC1(CNCCC1)C=1N=NN(C1)C)=O